boron-cesium [Cs].[B]